BrC=1C=CC(=NC1)C(C(F)(F)F)NCCO[Si](C)(C)C(C)(C)C 1-(5-Bromopyridin-2-yl)-N-(2-((tert-butyldimethylsilyl)oxy)ethyl)-2,2,2-trifluoroethan-1-amine